C(C)(C)C1=NC=NC(=C1N1C(C2=C(C=3C=CC(=NC13)C1=C(C=CC=C1OC)F)N1[C@@H](C(N2)=O)CN[C@@H](C1F)C)=O)C(C)C (2R,4aR)-8-(4,6-diisopropylpyrimidin-5-yl)-1-fluoro-10-(2-fluoro-6-methoxyphenyl)-2-methyl-2,3,4,4a,6,8-hexahydro-1H-pyrazino[1',2':4,5]pyrazino[2,3-c][1,8]naphthyridin-5,7-dione